N-methyl-N-((1-methylaziridin-2-yl)sulfonyl)glycine CN(CC(=O)O)S(=O)(=O)C1N(C1)C